(R)-2-(8-methyl-6-(2-phenylpropoxy)-[1,2,4]triazolo[1,5-a]pyridin-2-yl)acetaldehyde CC=1C=2N(C=C(C1)OC[C@H](C)C1=CC=CC=C1)N=C(N2)CC=O